C1(=C(C=CC=C1)NC(C1=CC=CC=C1)=O)C N-o-tolyl-benzamide